C1(CCC1)C(=O)OOC1(OCCCC1)C methyl-((tetrahydro-2H-pyran-2-yl) oxy) cyclobutane-1-carboxylate